(4-amino-1-methyl-1H-pyrazolo[4,3-c]quinolin-8-yl)(3-(benzo[d]thiazol-5-yl)-7-fluoro-3,4-dihydroisoquinolin-2(1H)-yl)methanone NC1=NC=2C=CC(=CC2C2=C1C=NN2C)C(=O)N2CC1=CC(=CC=C1CC2C=2C=CC1=C(N=CS1)C2)F